C(C1=CC=CC=C1)(=O)N1C(N(C=CC1=O)C(C(C1=CC=C(C=C1)C(F)(F)F)=O)NC(C1=CC(=CC=C1)C)=O)=O N-(1-(3-benzoyl-2,4-dioxo-3,4-dihydropyrimidin-1(2H)-yl)-2-oxo-2-(4-(trifluoromethyl)phenyl)ethyl)-3-methylbenzamide